BrC=1C=2N(C3=CC(=NC=C3C1)Cl)C(=CN2)C 4-bromo-8-chloro-1-methylimidazo[1,2-a]1,6-naphthyridine